C1(=CC=CC=C1)NN=C(C1=CC=CC=C1)Cl N-phenylbenzohydrazonoyl chloride